2-cyclobutyl-5-((2,6-dichloropyridin-4-yl)methyl)-7-(isoquinolin-4-yl)-5,7-diazaspiro[3.4]octane-6,8-dione C1(CCC1)C1CC2(C1)N(C(N(C2=O)C2=CN=CC1=CC=CC=C21)=O)CC2=CC(=NC(=C2)Cl)Cl